N,N-bis(3-methoxybenzyl)-4-(4-methoxyphenethyl)thiazol-2-amine COC=1C=C(CN(C=2SC=C(N2)CCC2=CC=C(C=C2)OC)CC2=CC(=CC=C2)OC)C=CC1